N-((S)-1-((tert-butyldiphenylsilyl)oxy)-3-cyclopropyl-2-methylpropan-2-yl)-2-methylpropane-2-sulphinamide [Si](C1=CC=CC=C1)(C1=CC=CC=C1)(C(C)(C)C)OC[C@@](CC1CC1)(C)NS(=O)C(C)(C)C